2-methyl-6-[1-(2,2,3,3,3-pentafluoro-propyl)-1H-pyrazol-4-yl]-1-(pyridin-3-yl)-7-(trifluoromethyl)-1H,5H-imidazo[1,2-a]pyrimidin-5-one CC=1N(C=2N(C(C(=C(N2)C(F)(F)F)C=2C=NN(C2)CC(C(F)(F)F)(F)F)=O)C1)C=1C=NC=CC1